OCCC1CC2(CN(C2)C(=O)OC(C)(C)C)C1 tert-butyl 6-(2-hydroxyethyl)-2-azaspiro[3.3]heptane-2-carboxylate